F[C@H]1[C@@H](C1)C(=O)N1C2CN(CC1CC2)C=2C=1N(N=CC2)C=C(N1)C=1C=NN(C1)C ((1S,2R)-2-fluorocyclopropyl)(3-(2-(1-methyl-1H-pyrazol-4-yl)imidazo[1,2-b]pyridazin-8-yl)-3,8-diazabicyclo[3.2.1]oct-8-yl)methanone